N-[3-dimethylaminopropyl]methacrylamide CN(CCCNC(C(=C)C)=O)C